3-benzyloxy-1-bromonaphthalene C(C1=CC=CC=C1)OC=1C=C(C2=CC=CC=C2C1)Br